C(C)C1(OC2=CC=C(C=C2[C@@H](C1)N1C(NC(CC1=O)(C)C)=N)C(=O)N[C@@H]1[C@H](C(OC2=CC=C(C=C12)F)(C)C)O)CC (R)-2,2-diethyl-N-((3R,4S)-6-fluoro-3-hydroxy-2,2-dimethylchroman-4-yl)-4-(2-imino-4,4-dimethyl-6-oxotetrahydropyrimidin-1(2H)-yl)chromane-6-carboxamide